4-((2S)-2-(dimethylamino)-3-(3-(pyridin-2-yl)-3-(1-(trifluoromethyl)cyclopropyl)propanamido)propyl)-N,3-dimethylbenzamide CN([C@@H](CC1=C(C=C(C(=O)NC)C=C1)C)CNC(CC(C1(CC1)C(F)(F)F)C1=NC=CC=C1)=O)C